N1C=NC2=C1C(=CC=C2)C(=O)O (±)-1H-benzimidazole-7-carboxylic acid